FC(C=1C=CC(=NC1)C(C)NC1CC1)(F)F N-(1-(5-(trifluoromethyl)pyridin-2-yl)ethyl)cyclopropanamine